6-(3-bromo-2-methylphenoxy)hexan-1-ol BrC=1C(=C(OCCCCCCO)C=CC1)C